FC=1C=C2C(=CC(NC2=CC1)(C)C)C 6-fluoro-2,2,4-trimethyl-1,2-dihydroquinoline